FC(C1=C(C=CC(=C1)C(F)(F)F)C(C)N1N=CC(=C1)NC(=O)C=1SC(=NN1)C1=NC=CN=C1)(F)F 1-(1-(2,4-bis(trifluoromethyl)phenyl)ethyl)-1H-pyrazol-4-yl-5-(pyrazin-2-yl)-1,3,4-thiadiazole-2-carboxamide